(S)-N1-(1-(2-(Bicyclo[2.1.1]hexan-1-ylamino)-2-oxoethyl)-2-oxo-1,2-dihydropyridin-3-yl)-N6-ethyl-2-(2-isopropyloxazol-5-carboxamido)-5-oxohexandiamid C12(CCC(C1)C2)NC(CN2C(C(=CC=C2)NC([C@H](CCC(C(=O)NCC)=O)NC(=O)C2=CN=C(O2)C(C)C)=O)=O)=O